CC1=NN=C(O1)C1=CC=C2CN(C(C2=C1)=O)CCNC1=NC=CC2=CC=C(C=C12)C1=NOC(=N1)C 6-(5-Methyl-1,3,4-oxadiazol-2-yl)-2-[2-[[7-(5-methyl-1,2,4-oxadiazol-3-yl)-1-isoquinolyl]amino]ethyl]isoindolin-1-one